(R)-N-(3-chloropropyl)-2-methylmorpholine ClCCCN1C[C@H](OCC1)C